C(CCCCC(C)C)(=O)O.C(CCCCCCCCCCC)(O)O dodecanediol, isooctanoic acid salt